Cl.N[C@H]1CC(=O)OC1=O L-aspartic acid anhydride hydrochloride